N-(7-((4-(1-methyl-1H-1,2,4-triazol-3-yl)-2-(methylsulfonyl)phenyl)amino)-2-carbonyl-2,3-dihydro-oxazolo[4,5-b]pyridin-5-yl)cyclopropanecarboxamide CN1N=C(N=C1)C1=CC(=C(C=C1)NC1=C2C(=NC(=C1)NC(=O)C1CC1)NC(O2)=C=O)S(=O)(=O)C